F[C@H]1CN(C[C@H]1OC1=NC(=CC2=C1C=CN2CCCF)NC=2SC(=CN2)C)C(C=C)=O 1-((3S,4R)-3-Fluoro-4-((1-(3-fluoropropyl)-6-((5-methylthiazol-2-yl)amino)-1H-pyrrolo[3,2-c]pyridin-4-yl)oxy)pyrrolidin-1-yl)prop-2-en-1-one